C(=CC)N1CC(CC1)N1[C@@H](C(N(C=2C=NC(=NC12)NC1=C(C(=CC(=C1)N1CCN(CC1)C)F)OC[C@H](C)O)C)=O)CC (7R)-8-(1-propenylpyrrolidin-3-yl)-7-ethyl-2-((3-fluoro-2-((S)-2-hydroxypropoxy)-5-(4-methylpiperazin-1-yl)phenyl)amino)-5-methyl-7,8-dihydropteridin-6(5H)-one